5-(4-(2,2-difluoro-2-phenylacetamido)-2-methylphenyl)-N-isopropyl-2-methylnicotinamide FC(C(=O)NC1=CC(=C(C=C1)C=1C=NC(=C(C(=O)NC(C)C)C1)C)C)(C1=CC=CC=C1)F